FC1=CN=CC=2C3CCC(C12)N3C(=O)NC3=CC(=C(C=C3)C)C3=NC=CC=C3 4-fluoro-N-(4-methyl-3-(pyridin-2-yl)phenyl)-5,6,7,8-tetrahydro-5,8-epiminoisoquinoline-9-carboxamide